diphenylcarbanyl-cyclopentadienyl-bis-(2-t-butylfluorenyl)dimethyl-cyclopentadienyl-zirconium dichloride [Cl-].[Cl-].C1(=CC=CC=C1)C(C1=CC=CC=C1)C1=C(C(C=C1)([Zr](C)(C)C1C=CC=C1)C1=C(C=CC=2C3=CC=CC=C3CC12)C(C)(C)C)C1=C(C=CC=2C3=CC=CC=C3CC12)C(C)(C)C